C(\C=C/C(=O)O)(=O)O.C(\C=C/C(=O)O)(=O)O.C(C)OOOCC diethoxy ether dimaleate